(S)-3-{[(allyloxy)carbonyl]amino}-2-aminopropionic acid HCl salt Cl.C(C=C)OC(=O)NC[C@@H](C(=O)O)N